5-chloro-1-(3-fluoro-4-methylbenzyl)-4-(5-methyl-1,3,4-oxadiazol-2-yl)-1,3-dihydro-2H-benzo[b]azepin-2-one ClC=1C2=C(N(C(CC1C=1OC(=NN1)C)=O)CC1=CC(=C(C=C1)C)F)C=CC=C2